methyl 2,2,6,6-tetradeuterio-4-hydroxy-piperidine-1-carboxylate [2H]C1(N(C(CC(C1)O)([2H])[2H])C(=O)OC)[2H]